(Z)-1,3-dichloro-5,5,5-trifluoro-2-(trifluoromethyl)pent-1-ene Cl\C=C(/C(CC(F)(F)F)Cl)\C(F)(F)F